methyl threuronate O=C[C@@H](O)[C@H](O)C(=O)OC